2,2-Bis(4'-glycidyloxyphenyl)propane methyl-5-(4-((tert-butoxycarbonyl)amino)-3-chloro-1H-pyrazol-1-yl)quinoline-2-carboxylate COC(=O)C1=NC2=CC=CC(=C2C=C1)N1N=C(C(=C1)NC(=O)OC(C)(C)C)Cl.C(C1CO1)OC1=CC=C(C=C1)C(C)(C)C1=CC=C(C=C1)OCC1CO1